CC1=CC=C2C=COCC2=C1 7-methyl-1H-isochromen